(S)-N-(4-cyclobutyl-5-(4-fluorophenyl)-1-methyl-1H-pyrazol-3-yl)-3-hydroxy-4,4-dimethylpentanamide C1(CCC1)C=1C(=NN(C1C1=CC=C(C=C1)F)C)NC(C[C@@H](C(C)(C)C)O)=O